Cl.CN1N=CC(=C1)C1=CC=2N(C=C1)C(=CN2)N2CCNCC2 7-(1-methyl-1H-pyrazol-4-yl)-3-(piperazin-1-yl)imidazo[1,2-a]pyridine hydrochloride salt